2-(((2,2-dimethyl-1,3-dioxapent-4-yl)methoxy)pyridin-4-yl)-2-(4-fluoro-2-methylphenoxy)-5-(trifluoromethyl)benzamide CC(O)(OC(C)COC1=NC=CC(=C1)C1(C(C(=O)N)C=C(C=C1)C(F)(F)F)OC1=C(C=C(C=C1)F)C)C